4-(1-((thiazol-5-ylmethyl)amino)ethyl)isoquinolin S1C=NC=C1CNC(C)C1=CN=CC2=CC=CC=C12